(S)-2-(1-acryloylpiperidin-2-yl)-1-amino-4-(4-((4-(4-fluorophenyl)pyridin-2-yl)carbamoyl)phenyl)-1H-imidazole-5-carboxamide C(C=C)(=O)N1[C@@H](CCCC1)C=1N(C(=C(N1)C1=CC=C(C=C1)C(NC1=NC=CC(=C1)C1=CC=C(C=C1)F)=O)C(=O)N)N